NC1=CC=C(C(=N)N)C=C1 para-aminobenzamidine